(R)-1-(1-(4-(Benzo[d]thiazol-7-yl)phenyl)-2-hydroxyethyl)-3-(5-ethynyl-1,3,4-thiadiazol-2-yl)urea S1C=NC2=C1C(=CC=C2)C2=CC=C(C=C2)[C@H](CO)NC(=O)NC=2SC(=NN2)C#C